4-hydroxy-N-((S)-(4-(4-methylthiazol-5-yl)phenyl)(oxetan-3-yl)methyl)pyrrolidine-2-carboxamide OC1CC(NC1)C(=O)N[C@@H](C1COC1)C1=CC=C(C=C1)C1=C(N=CS1)C